Methyl 3-chloro-6-(2-chloro-4-((methylsulfonyl)oxy) phenyl)picolinate ClC=1C(=NC(=CC1)C1=C(C=C(C=C1)OS(=O)(=O)C)Cl)C(=O)OC